(Z)-octadec-9-en-1-yl acetate C(C)(=O)OCCCCCCCC\C=C/CCCCCCCC